N-((1r,4r)-4-((3-(6-(1H-pyrazol-1-yl)pyridin-3-yl)-2-oxo-2,3-dihydro-1H-benzo[d]imidazol-1-yl)methyl)cyclohexyl)-5-chloro-2-methylnicotinamide N1(N=CC=C1)C1=CC=C(C=N1)N1C(N(C2=C1C=CC=C2)CC2CCC(CC2)NC(C2=C(N=CC(=C2)Cl)C)=O)=O